(R)-9-chloro-4-(dideutero(1-methyl-1H-pyrazol-4-yl)meth-yl)-1-methyl-N-(1-methylcyclopropyl)-5-oxo-1,2,4,5-tetra-hydroimidazo[1,2-a]quinazoline-7-sulfonamide ClC=1C=C(C=C2C(N(C=3N(C12)[C@@H](CN3)C)C(C=3C=NN(C3)C)([2H])[2H])=O)S(=O)(=O)NC3(CC3)C